5-(2,6-Dihydroxyphenyl)-2-methylbenzene-1,3-diol OC1=C(C(=CC=C1)O)C=1C=C(C(=C(C1)O)C)O